C(C)(C)(C)OC(=O)N1CC=2N(C[C@@H]1C)N=CC2I (6S)-3-iodo-6-methyl-6,7-dihydro-4H-pyrazolo[1,5-a]pyrazine-5-carboxylic acid tert-butyl ester